C(C)(C)(C)C1=CC=C(C=C1)N1C2=CC=C(C=C2C=2C=C(C=CC12)[Si](C1=CC=CC=C1)(C1=CC=CC=C1)C1=CC=CC=C1)[Si](C1=CC=CC=C1)(C1=CC=CC=C1)C1=CC=CC=C1 9-(4-(tert-butyl)phenyl)-3,6-bis(triphenylsilyl)-9H-carbazole